ClC1=CC=C(C=C1)C=1N=C(SC1)C(=O)O 4-chlorophenyl-thiazolecarboxylic acid